2-(((3R,5R,7R)-adamantan-1-yl)acetamido)dodecanoic acid C12(CC3CC(CC(C1)C3)C2)CC(=O)NC(C(=O)O)CCCCCCCCCC